2-methoxy-N-[1-[4-(4,4,5,5-tetramethyl-1,3,2-dioxaborolan-2-yl)phenyl]cyclopropyl]benzamide COC1=C(C(=O)NC2(CC2)C2=CC=C(C=C2)B2OC(C(O2)(C)C)(C)C)C=CC=C1